ClC=1C=C(C=CC1F)[C@@]1(CN2[C@H](CO1)CN(CC2)C(=O)C=2C(=C(C=CC2)C=2C=C(NC2)C#N)Cl)O 4-[3-[(3R,9aS)-3-(3-Chloro-4-fluorophenyl)-3-hydroxy-1,4,6,7,9,9a-hexahydropyrazino[2,1-c][1,4]oxazin-8-carbonyl]-2-chlorophenyl]-1H-pyrrol-2-carbonitril